C(CCC)C1=NN(C(N1CC1=CC(=C(C=C1)C=1C(=CC=CC1)S(=O)(=O)NC1=NOC(=C1C)C)COCC)=O)C1=C(C=CC=C1)Cl 4'-((3-butyl-1-(2-chlorophenyl)-5-oxo-1,5-dihydro-4H-1,2,4-triazol-4-yl)methyl)-N-(4,5-dimethylisoxazol-3-yl)-2'-(ethoxymethyl)-[1,1'-biphenyl]-2-sulfonamide